ClC=1N=C(C=2N=CN([C@H]3C[C@H](O)[C@@H](CO[Si](C)(C)C(C)(C)C)O3)C2N1)N 2-chloro-5'-O-tert-butyldimethylsilyl-2'-deoxy-adenosine